ClC=1C=C(C=C(C1)Cl)C1=CN=C2N1N=CC(=C2OC)C(=O)N[C@H]2CCOC1=C2C=CC=C1 3-(3,5-dichlorophenyl)-N-[(4S)-3,4-dihydro-2H-1-benzopyran-4-yl]-8-methoxyimidazo[1,2-b]pyridazine-7-carboxamide